C(C=C)(=O)N1CCC(CC1)C1=C(C(=O)N)C=CC(=C1OC)NC1=NC=C(C(=N1)NCC1=NC=CN=C1N(S(=O)(=O)C)C)C(F)(F)F (1-acryloylpiperidin-4-yl)-3-methoxy-4-((4-(((3-(N-methylmethanesulfonamido)pyrazin-2-yl)methyl)amino)-5-(trifluoromethyl)pyrimidin-2-yl)amino)benzamide